C(=O)=C(C(=O)O)CC(C)C 2-carbonyl-isohexanoic acid